CC(C)(C)[S@@](=O)N=C(C)C1=CC(=CC=2C=3N(C(=NC12)N1CC2(COC2)C1)C=C(N3)C(F)(F)F)C (R)-2-methyl-N-(1-(9-methyl-5-(2-oxa-6-azaspiro[3.3]heptan-6-yl)-2-(trifluoromethyl)imidazo[1,2-c]quinazolin-7-yl)ethylidene)propane-2-sulfinamide